(8-((4-((cyclopentylmeth-yl)amino)-5-(trifluoromethyl)-7H-pyrrolo[2,3-d]pyrimidin-2-yl)amino)-2,3-dihydrobenzo[b][1,4]dioxin-5-yl)(4-(oxetan-3-yl)piperazin-1-yl)methanone C1(CCCC1)CNC=1C2=C(N=C(N1)NC1=CC=C(C3=C1OCCO3)C(=O)N3CCN(CC3)C3COC3)NC=C2C(F)(F)F